(2R,6R)-4-({2-fluoro-6-[(5-methylpyridin-2-yl)oxy]phenyl}methyl)-6-methyl-1-(2-methylpropanoyl)-N-{[4-(pyrimidin-2-yl)phenyl]methyl}piperazine-2-carboxamide FC1=C(C(=CC=C1)OC1=NC=C(C=C1)C)CN1C[C@@H](N([C@@H](C1)C)C(C(C)C)=O)C(=O)NCC1=CC=C(C=C1)C1=NC=CC=N1